FC=1C=C(C=CC1)C1=CC=C(C=N1)S(=O)(=O)N1C2(CN(CC1CC2)C)C(=O)OCC ethyl 8-((6-(3-fluorophenyl)pyridin-3-yl)sulfonyl)-3-methyl-3,8-diazabicyclo[3.2.1]octane-1-carboxylate